C(C)(C)(C)[C@@H]1CC=2C=C3C(=NC2CC1)SC(=C3)C(=O)NC(CCN3CCNCC3)C3=CC=CC=C3 (6S)-6-tert-butyl-N-(1-phenyl-3-piperazin-1-ylpropyl)-5,6,7,8-tetrahydrothieno[2,3-b]quinoline-2-carboxamide